CC1=NN(C=C1C)CNC=O N-((3(s),4-dimethylpyrazol-1-yl)methyl)formamide